1-(3-fluoropyridin-4-yl)-N-(2-methoxy-3-{[2-(pyrrolidin-1-yl)ethoxy]methyl}-6H,7H,8H,9H-cyclohexa[b]1,5-naphthyridin-10-yl)piperidin-4-amine FC=1C=NC=CC1N1CCC(CC1)NC1=C2C(=NC3=CC(=C(N=C13)OC)COCCN1CCCC1)CCCC2